N-(2-methyl-1-((3-(trifluoromethyl)pyridin-2-yl)oxy)propan-2-yl)-2-(1-methylpiperidin-2-yl)acetamide CC(COC1=NC=CC=C1C(F)(F)F)(C)NC(CC1N(CCCC1)C)=O